5-(difluoromethoxy)-2-[[(3,4-dimethoxypyridin-2-yl)methyl]thio]-1H-benzimidazole FC(OC1=CC2=C(NC(=N2)SCC2=NC=CC(=C2OC)OC)C=C1)F